3-Fluoro-6-phenylindazolo[3,2-a]isoquinoline FC1=CC=2C=C(N3C(C2C=C1)=C1C=CC=CC1=N3)C3=CC=CC=C3